NCCNS(=O)(=O)C(C(C(C(F)(F)F)(F)F)(F)F)(F)F N-aminoethyl-perfluorobutyl-sulfonamide